CCC(=O)C=1N([C@H]2[C@H](S)[C@H](O)[C@@H](CO)O2)C=2N=C(NC(C2N1)=O)N 8-Methylacetylthioguanosine